1-iodo-2-methoxybenzene IC1=C(C=CC=C1)OC